FC(C(C(F)(F)F)(O)C1=CC=C(C=C1)C1=CC=C(C=C1)CN1[C@@H](CN(CC1)CC1=CC=NC=C1)C(=O)OC(C)C)(F)F isopropyl (S)-1-((4'-(1,1,1,3,3,3-hexafluoro-2-hydroxypropan-2-yl)-[1,1'-biphenyl]-4-yl)methyl)-4-(pyridin-4-ylmethyl)piperazine-2-carboxylate